8-{[6-(ethylamino)-5-(pyrrolidine-1-carbonyl)pyridin-2-yl]amino}-6-{[(1S,2S)-2-hydroxycyclohexyl]amino}imidazo[1,2-b]pyridazine-3-carbonitrile C(C)NC1=C(C=CC(=N1)NC=1C=2N(N=C(C1)N[C@@H]1[C@H](CCCC1)O)C(=CN2)C#N)C(=O)N2CCCC2